C(OC1=COCO1)(OC(C)C)=O [1,3]dioxole-5-yl isopropyl carbonate